C(C)(=O)N1CC(C1)NC1=NC(=CC(=C1)C(=O)OC(C)(C)C)N1CCCCC1 tert-Butyl 2-[(1-acetylazetidin-3-yl)amino]-6-(1-piperidyl)pyridine-4-carboxylate